COC=1C=C2C(=NNC2=CC1)CCN(C(C)C)C N-(2-(5-methoxy-1H-indazol-3-yl)ethyl)-N-methylpropan-2-amine